tert-butyl 5-({2-methanesulfonyl-6-methyl-7-oxo-5-[2-(triisopropylsilyl)ethynyl]pyrido[2,3-d]pyrimidin-8-yl}methyl)pyrazole-1-carboxylate CS(=O)(=O)C=1N=CC2=C(N1)N(C(C(=C2C#C[Si](C(C)C)(C(C)C)C(C)C)C)=O)CC2=CC=NN2C(=O)OC(C)(C)C